benzo[b]thiophene-2-carboxylate S1C2=C(C=C1C(=O)[O-])C=CC=C2